C1(=CC=CC=C1)C1=C2C=CC=CC2=C(C2=CC=CC=C12)C=1C=CC=2NC3=CC=CC=C3C2C1 3-(10-phenylanthracene-9-yl)-9H-carbazole